[PH2]([O-])=O.C(C)[Al+]CC diethyl-aluminum phosphinate salt